8-cyclohexyloxycarbonyl-tetracyclo[4.4.0.12,5.17,10]-3-dodecene C1(CCCCC1)OC(=O)C1C2C3C4C=CC(C3C(C1)C2)C4